4-chlorophenyl-6-hydroxy-4-oxo-3-(phenylmethyl)-2-thioxo-1,2,3,4-tetrahydro-5-pyrimidinecarboxylate ClC1=CC=C(C=C1)OC(=O)C=1C(N(C(NC1O)=S)CC1=CC=CC=C1)=O